[Si](C)(C)(C(C)(C)C)O[C@H]1[C@@H]([C@@H](O[C@@H]1CO[Si](C)(C)C(C)(C)C)N1C(NC(C=C1)=O)=O)OC 1-[(2R,3S,4R,5R)-4-[(tert-butyldimethylsilyl)oxy]-5-{[(tertbutyldimethylsilyl)oxy]methyl}-3-methoxyoxolan-2-yl]-3H-pyrimidine-2,4-dione